CN1CCN(CC1)C1=CCC2=CCOC(C2=C1)O 7-(4-methylpiperazin-1-yl)-1,5-dihydroisochromenol